O=C1NC(CCC1N1N=C(C2=C(C=CC=C12)CCCOC1CCNCC1)C)=O 4-(3-(1-(2,6-dioxopiperidin-3-yl)-3-methyl-1H-indazol-4-yl)propoxy)piperidine